[O-2].[Li+].[Li+] lithium oxide